diphenyl-N,N'-bis[4-(N,N-diphenyl-amino)phenyl]benzidine C1(=CC=CC=C1)N(C1=CC=C(C2=CC=C(N(C3=CC=C(C=C3)N(C3=CC=CC=C3)C3=CC=CC=C3)C3=CC=CC=C3)C=C2)C=C1)C1=CC=C(C=C1)N(C1=CC=CC=C1)C1=CC=CC=C1